CN1CC(NCC1C1=CC=C(C=C1)[N+](=O)[O-])=O 4-methyl-5-(4-nitrophenyl)piperazin-2-one